NC=1C2=C(N=CN1)N(C(=C2C2=CC=C(C=C2)OCC2CCCC2)C#CC2CCN(CC2)C(C=C)=O)C(C)C 1-(4-((4-amino-5-(4-(cyclopentylmeth-oxy)phenyl)-7-iso-propyl-7H-pyrrolo[2,3-d]pyrimidin-6-yl)ethynyl)piperidin-1-yl)prop-2-en-1-one